ClC1=C(C(=O)NCC(C2=C(N=CS2)C(F)F)N2CCC(CC2)OC2=NC=CC=C2OC(F)F)C(=CC=C1)F 2-Chloro-N-[2-(4-{[3-(difluoromethoxy)pyridin-2-yl]oxy}piperidin-1-yl)-2-[4-(difluoromethyl)-1,3-thiazol-5-yl]ethyl]-6-fluorobenzamid